tert-butyl (3R,4S)-4-((4-(3-(2,6-dioxopiperidin-3-yl)-1-methyl-1H-indazol-7-yl) piperazin-1-yl) methyl)-3-methylpiperidine-1-carboxylate O=C1NC(CCC1C1=NN(C2=C(C=CC=C12)N1CCN(CC1)C[C@@H]1[C@H](CN(CC1)C(=O)OC(C)(C)C)C)C)=O